tetratridecyl 4,4'-isopropylidenedicyclohexyl diphosphite P(OCCCCCCCCCCCCC)(OCCCCCCCCCCCCC)OC1CCC(CC1)C(C)(C)C1CCC(CC1)OP(OCCCCCCCCCCCCC)OCCCCCCCCCCCCC